vanadic borate B([O-])([O-])[O-].[V+3]